dihydropyridine-1(2H)-carbonitrile N1(CCCC=C1)C#N